2,4-dichloro-6-(3,5-dimethyl-1H-pyrazol-1-yl)-1,3,5-triazine ClC1=NC(=NC(=N1)Cl)N1N=C(C=C1C)C